ClC=1C=C(CC2=C(N=C(S2)N)C)C=CC1F 5-(3-chloro-4-fluorobenzyl)-4-methylthiazol-2-amine